C1(=CC=CC=C1)P([O-])(=O)C(C1=C(C=C(C=C1C)C)C)=O phenyl-2,4,6-trimethyl-benzoylphosphinate